BrC=1C=C(C=CC1)C(=C)C=1C(=NC=C(C1)F)NC1=CC(CC(C1)(C)C)=O 3-((3-(1-(3-bromophenyl)vinyl)-5-fluoropyridin-2-yl)amino)-5,5-dimethylcyclohex-2-enone